dichloropyrazine-2-carboxamide ClC=1N=C(C(=NC1)C(=O)N)Cl